1-Ethyl 4-(dibenzylamino)-3-oxo-butanoate C(C1=CC=CC=C1)N(CC(CC(=O)OCC)=O)CC1=CC=CC=C1